C(CCC)N1C(C2=C(C(=C1)C1=NC=C(C=C1OC)C(=O)N1CCOCC1)C=C(N2)C)=O 6-butyl-4-[3-methoxy-5-(morpholine-4-carbonyl)-2-pyridyl]-2-methyl-1H-pyrrolo[2,3-c]pyridin-7-one